COC1=CC=C(CNC=2OC=CN2)C=C1 N-(4-METHOXYBENZYL)OXAZOL-2-AMINE